SCCC[SiH](CC)C gamma-mercaptopropyl-methyl-ethyl-silane